N-((1-((4-fluorophenyl)sulfonyl)-5-(2-fluoropyridin-3-yl)-1H-pyrrol-3-yl)methyl)methan-d3-amine FC1=CC=C(C=C1)S(=O)(=O)N1C=C(C=C1C=1C(=NC=CC1)F)CNC([2H])([2H])[2H]